CN(CCCNC=1C=2C(N=C3C=CN=CC13)=C1N(N2)C=CN=C1)C N1,N1-dimethyl-N3-(pyrazino[1',2':1,5]pyrazolo[4,3-b][1,6]naphthyridin-7-yl)propane-1,3-diamine